The molecule is an alkene that is propane with a double bond at position 1. It has a role as a refrigerant and a xenobiotic. It is an alkene and a gas molecular entity. CC=C